(rac)-2'-[5-(4-acetylphenyl)-6-aminopyridin-3-yl]-N-ethyl-5',6'-dihydrospiro[pyrrolidine-3,4'-pyrrolo[1,2-b]pyrazole]-1-carboxamide C(C)(=O)C1=CC=C(C=C1)C=1C=C(C=NC1N)C=1C=C2N(N1)CC[C@]21CN(CC1)C(=O)NCC |r|